5-bromo-1,3-dihydroxy-2-isopropylbenzene BrC=1C=C(C(=C(C1)O)C(C)C)O